N-tert-butyl-2-[(2-{4-[2-(1H-imidazol-1-yl)ethoxy]pyridin-2-yl}-5,6-dimethylthieno[2,3-d]pyrimidin-4-yl)(methyl)amino]acetamide C(C)(C)(C)NC(CN(C)C=1C2=C(N=C(N1)C1=NC=CC(=C1)OCCN1C=NC=C1)SC(=C2C)C)=O